3-phenyl-1-(N-propyl-pyrrol-2-yl)propan-1-one C1(=CC=CC=C1)CCC(=O)C=1N(C=CC1)CCC